NC1=CC(=C(C(=O)N[C@H]2[C@H](CN(CC2)CCCC(CC(=O)NCCCCCCCC(=O)O)C)OC)C=C1Cl)OC 8-(6-((3S,4R)-4-(4-amino-5-chloro-2-methoxybenzamido)-3-methoxypiperidin-1-yl)-3-methylhexanamido)octanoic acid